C(C=C)(=O)NC=1C(=CC(=C(C1)NC1=NC=C(C(=N1)N1CC(C2=NC(=CC=C21)C)(C)C)C(=O)OC(C)C)OC)N(C)CCN(C)C isopropyl 2-((5-acrylamido-4-((2-(dimethylamino)ethyl)(methyl)amino)-2-methoxyphenyl)amino)-4-(3,3,5-trimethyl-2,3-dihydro-1H-pyrrolo[3,2-b]pyridin-1-yl)pyrimidine-5-carboxylate